C(CCCCCCCCCCCCCCCCC)(=O)OC[C@@H](O)COP(=O)(O)OC[C@H](N)C(=O)O 1-stearoyl-sn-glycero-3-phosphoserine